7-(1-acryloylpyrrolidin-3-yl)-2-(4-(4-fluorophenoxy)phenyl)-1H-imidazo[1,2-b]Pyrazole-3-carboxamide C(C=C)(=O)N1CC(CC1)C1=C2N(N=C1)C(=C(N2)C2=CC=C(C=C2)OC2=CC=C(C=C2)F)C(=O)N